6-[(2R,4R)-7-(difluoromethoxy)-4-{[(7R)-2,2-difluoro-7-methyl-6,7-dihydro-2H-furo[2,3-f][1,3]benzodioxole-7-carbonyl]amino}-3,4-dihydro-2H-1-benzopyran-2-yl]pyridine-3-carboxylic acid FC(OC1=CC2=C([C@@H](C[C@@H](O2)C2=CC=C(C=N2)C(=O)O)NC(=O)[C@]2(COC3=CC4=C(OC(O4)(F)F)C=C32)C)C=C1)F